N-[(3R,4S)-1-{5-[3-(2,6-difluorophenyl)-5-fluoropyridin-2-yl]-5-(methoxymethyl)-4,5-dihydro-1,2-oxazol-3-yl}-4-fluoropyrrolidin-3-yl]ethanesulfonamide FC1=C(C(=CC=C1)F)C=1C(=NC=C(C1)F)C1(CC(=NO1)N1C[C@H]([C@H](C1)F)NS(=O)(=O)CC)COC